N[C@@H](CO)C(=O)OC(=O)C=1N=C(SC1)N1C[C@H](CCC1)NC(=O)OC(C)(C)C 2-((S)-3-((tert-butoxy carbonyl)amino)piperidin-1-yl)thiazole-4-carbonyl serinate